NC1=CC=CC(=N1)S(=O)(=O)NC(=O)C=1C(=NC(=CC1)C1=CC(=C(C=C1)F)F)OC1=C(C=C(C=C1C)C)C N-[(6-Amino-2-pyridyl)sulfonyl]-6-(3,4-difluorophenyl)-2-(2,4,6-trimethylphenoxy)pyridin-3-carboxamid